2-[4-[(2R,3R)-1-[2-[3,5-Bis(trifluoromethyl)-2-pyridyl]acetyl]-2-[2-methyl-3-(trideuteriomethoxy)phenyl]pyrrolidin-3-yl]piperazin-1-yl]acetamide FC(C=1C(=NC=C(C1)C(F)(F)F)CC(=O)N1[C@@H]([C@@H](CC1)N1CCN(CC1)CC(=O)N)C1=C(C(=CC=C1)OC([2H])([2H])[2H])C)(F)F